OCCC(CN)(S(=O)(=O)O)CCO bis[2-Hydroxyethyl]-2-aminoethanesulphonic acid